1-(4-methoxyphenyl)-5-methyl-3-[3-(pyrrolidin-1-yl)propoxy]-1H-pyrazole COC1=CC=C(C=C1)N1N=C(C=C1C)OCCCN1CCCC1